3-(2-aminoethyl)pentane NCCC(CC)CC